2-METHYL-4-(METHOXYMETHOXY)PHENYLBORONIC ACID CC1=C(C=CC(=C1)OCOC)B(O)O